BrC1=CC=C(C=C1)/C=C/C(=O)OC1=C(C=C(\C=N\C(C(=O)O)C(C)C)C=C1)OC 2-((E)-((E)-4-((E)-3-(4-bromophenyl)acryloyloxy)-3-methoxybenzylidene)amino)-3-methylbutanoic acid